N1=C(C=CC=C1)C1=CC(=CC=2C3=CC(=CC(=C3NC12)C1=NC=CC=C1)C1=NC=CC=C1)C1=NC=CC=C1 1,3,6,8-tetrakis(pyridin-2-yl)-9H-carbazole